NC=1C=C(C(=NC1)C=1C=NN(C1NC(O[C@H](C)C=1C(=NC=C(C1)F)F)=O)C)F (R)-1-(2,5-difluoropyridin-3-yl)ethyl (4-(5-amino-3-fluoropyridin-2-yl)-1-methyl-1H-pyrazol-5-yl)carbamate